O=C1N(CCC(N1)=O)C1=CC=NC2=C(C=CC=C12)N1CCN(CC1)C(=O)OC(C)(C)C Tert-butyl 4-[4-(2,4-dioxohexahydropyrimidin-1-yl)-8-quinolyl]piperazine-1-carboxylate